2-(1-acryloyl-4-(8-chloro-4-(3-(dimethylamino)azetidin-1-yl)-6-fluoro-7-(5-hydroxy-2,3-dimethylphenyl)-1H-imidazo[4,5-c]quinolin-1-yl)piperidin-2-yl)acetonitrile C(C=C)(=O)N1C(CC(CC1)N1C=NC=2C(=NC=3C(=C(C(=CC3C21)Cl)C2=C(C(=CC(=C2)O)C)C)F)N2CC(C2)N(C)C)CC#N